2-chloro-N-(4-chlorophenyl)pteridin-4-amine ClC1=NC2=NC=CN=C2C(=N1)NC1=CC=C(C=C1)Cl